Cl.C(C)OC1=CC=2N(C=C1N)N=C(N2)C 7-ethoxy-2-methyl-[1,2,4]triazolo[1,5-a]pyridin-6-amine hydrochloride